toluene-bis(octadecyl carbamate) C(CCCCCCCCCCCCCCCCC)NC(O)=O.C(CCCCCCCCCCCCCCCCC)NC(O)=O.CC1=CC=CC=C1